C1=CC=CC=2C3=CC=CC=C3C(C12)COC(=O)N1[C@@H](CCC1)C(N[C@H](C#C)CC(=O)N)=O (2S)-2-[[(1S)-1-(2-amino-2-oxo-ethyl)prop-2-ynyl]carbamoyl]pyrrolidine-1-carboxylic acid 9H-fluoren-9-ylmethyl ester